ClC=1C=CC(=C(C1)C1=NOC(=N1)C1CC12CCN(CC2)S(=O)(=O)CC2OCCCC2)OC 1-[3-(5-chloro-2-methoxyphenyl)-1,2,4-oxadiazol-5-yl]-6-[(tetrahydro-2H-pyran-2-ylmethyl)sulfonyl]-6-azaspiro[2.5]octane